Cis-2-(5-(3-hydroxycyclopentylamino)pyrimidin-2-yl)-6-(3-methoxy-2-methylphenyl)phthalazin-1(2H)-one O[C@H]1C[C@H](CC1)NC=1C=NC(=NC1)N1C(C2=CC=C(C=C2C=N1)C1=C(C(=CC=C1)OC)C)=O